N-[2-(2-bromophenyl)ethyl]-2-[1-[(4-methylphenyl)methyl]-5-oxopyrrolidin-2-yl]acetamide BrC1=C(C=CC=C1)CCNC(CC1N(C(CC1)=O)CC1=CC=C(C=C1)C)=O